4-(1-(4-(4-Isopropylpiperazin-1-yl)phenyl)-3,4-dihydronaphthalen-2-yl)phenol C(C)(C)N1CCN(CC1)C1=CC=C(C=C1)C1=C(CCC2=CC=CC=C12)C1=CC=C(C=C1)O